Tert-butyl (8aR)-5-(5-methyl-1H-indazol-4-yl)-8a,9,11,12-tetrahydropyrazino-[2',1':3,4][1,4]oxazepino[5,6,7-de]quinazoline-10(8H)-carboxylate CC=1C(=C2C=NNC2=CC1)C=1C=C2C3=C(N=CN=C3C1)N1[C@@H](CO2)CN(CC1)C(=O)OC(C)(C)C